The molecule is a dihydroxybenzoic acid having the two hydroxy groups at the 2- and 5-positions. It has a role as a MALDI matrix material, an EC 1.13.11.33 (arachidonate 15-lipoxygenase) inhibitor, a human metabolite, a fungal metabolite and a mouse metabolite. It derives from a benzoic acid. It is a conjugate acid of a 2,5-dihydroxybenzoate. C1=CC(=C(C=C1O)C(=O)O)O